1-(((3S)-1-((3-cyano-1-azetidinyl)sulfonyl)-3-piperidinyl)carbonyl)-N-(2-fluoro-6-methylbenzyl)-D-prolinamide C(#N)C1CN(C1)S(=O)(=O)N1C[C@H](CCC1)C(=O)N1[C@H](CCC1)C(=O)NCC1=C(C=CC=C1C)F